[7-[(5-chloro-2-pyridyl)methyl]-2-azaspiro[3.5]nonan-2-yl]-[6-[6-(trifluoromethyl)-3-pyridyl]-2-azaspiro[3.3]heptan-2-yl]methanone ClC=1C=CC(=NC1)CC1CCC2(CN(C2)C(=O)N2CC3(C2)CC(C3)C=3C=NC(=CC3)C(F)(F)F)CC1